OC[C@@H]1[C@@H](C1)C(=O)NC=1SC2=C(N1)C=CC(=C2)C2=C1C=CNC1=CC=C2C (1R,2S)-2-(hydroxymethyl)-N-(6-(5-methyl-1H-indol-4-yl)benzo[d]thiazol-2-yl)cyclopropane-1-carboxamide